ClC1=C(C=CC(=C1)O)NC(=O)NC1=NOC(=C1)C 1-(2-chloro-4-hydroxyphenyl)-3-(5-methylisoxazol-3-yl)urea